CC1=C(C(=CC(=C1)C)C)S(=O)(=O)C=1C(=O)NC(C1)=O 2,4,6-trimethylphenylsulfonylmaleimide